C(=C)C(C(=O)O)(C=C)C=C.OCCN1C(N(C(N(C1=O)CCO)=O)CCO)=O tri(2-hydroxyethyl)isocyanuric acid trivinyl-acetate